C(C)[C@H]1N(C[C@H](N(C1)C(NC1(CCC1)C(F)(F)F)=O)CO)C(=O)OC(C)(C)C tert-Butyl (2R,5S)-2-ethyl-5-(hydroxymethyl)-4-[[1-(trifluoromethyl)cyclobutyl]carbamoyl]piperazine-1-carboxylate